1,1-diphenyl-N-(thiophen-2-ylmethyl)methanimine-15N C1(=CC=CC=C1)C(=[15N]CC=1SC=CC1)C1=CC=CC=C1